COC(=O)C=1C(=CC2=C(N=C(O2)C2=C(C(=CC=C2)Br)F)C1)OC(F)F (3-bromo-2-fluorophenyl)-6-(difluoromethoxy)benzo[d]Oxazole-5-carboxylic acid methyl ester